(1S,2S,4R,6S,8S,9S,11S,12S,13R)-8-[2-(4-Amino-3-fluorophenoxy)acetyl]-11-hydroxyl-9,13-dimethyl-6-propyl-5,7-dioxapentacyclo[10.8.0.02,9.04,8.013,18]icosa-14,17-dien-16-one NC1=C(C=C(OCC(=O)[C@@]23O[C@H](O[C@@H]2C[C@H]2[C@@H]4CCC5=CC(C=C[C@@]5([C@H]4[C@H](C[C@]32C)O)C)=O)CCC)C=C1)F